6-bromo-7-fluoro-3,4-dihydro-2H-benzo[b][1,4]oxazine hydrochloride Cl.BrC1=CC2=C(OCCN2)C=C1F